C(CCCCCC)C(COC(CCCCCCC(CCCCCCC(=O)O)=O)=O)CCCCCCC 15-((2-heptyl-nonyl)oxy)-8,15-dioxopentadecanoic acid